tert-Butyl (trans-4-((4-(1-cyclopropyl-1H-pyrazol-4-yl)pyridin-2-yl)((trans-4-(4-methoxy-3-methylphenyl)cyclohexyl)methyl)-carbamoyl)cyclohexyl)carbamate C1(CC1)N1N=CC(=C1)C1=CC(=NC=C1)N(C(=O)[C@@H]1CC[C@H](CC1)NC(OC(C)(C)C)=O)C[C@@H]1CC[C@H](CC1)C1=CC(=C(C=C1)OC)C